C1(CC1)C1=NC2=CC=CC=C2C(=C1CBr)C1=CC=C(C=C1)F 2-cyclopropyl-3-bromomethyl-4-(4-fluorophenyl)quinoline